8-fluoro-5-methyl-3-(3-oxo-3-(4-((4-(trifluoromethyl)phenyl)amino)piperidin-1-yl)propyl)isoquinolin-1(2H)-one Methyl-4-(2-bromopyrazolo[1,5-a]pyrimidin-7-yl)-2-methoxybenzoate COC(C1=C(C=C(C=C1)C1=CC=NC=2N1N=C(C2)Br)OC)=O.FC=2C=CC(=C1C=C(NC(C21)=O)CCC(N2CCC(CC2)NC2=CC=C(C=C2)C(F)(F)F)=O)C